C1(=CC=C(C=C1)C1=NC(=NC(=C1)C1=CC=C(C=C1)C1=CC=CC=C1)C1=CC=C(C=C1)B1OC(C(O1)(C)C)(C)C)C1=CC=CC=C1 4,6-bis(4-biphenylyl)-2-[4-(4,4,5,5-tetramethyl-1,3,2-dioxaborolan-2-yl)-phenyl]-pyrimidine